C(C)C=1C(=CC=C2C=C(C=C(C12)C=1C(=C2N=C(N=C3C2=C(OC[C@@H]2CCCCCN32)N1)SC)F)OCOC)F (S)-2-(8-ethyl-7-fluoro-3-(methoxymethoxy)naphthalen-1-yl)-1-fluoro-12-(methylthio)-5a,6,7,8,9,10-hexahydro-5H-4-oxa-3,10a,11,13-tetraazanaphtho[1,8-ab]heptalene